FC=1C=C(C=C(C1)C(C)(C)OC)NC(=O)C1=NC(=NC(=C1)C(F)(F)F)N1C=NC=C1 N-(3-fluoro-5-(2-methoxyprop-2-yl)phenyl)-2-(1H-imidazol-1-yl)-6-(trifluoromethyl)pyrimidin-4-Formamide